2,3-diisopropyl-1,4-dibenzoyloxybutane C(C)(C)C(COC(C1=CC=CC=C1)=O)C(COC(C1=CC=CC=C1)=O)C(C)C